3-[(2E)-3,7-dimethylocta-2,6-dien-1-yl]-2-hydroxy-6-propyl-4-{[(3R,4R,5S,6S)-4,5,6-trihydroxy-3-(hydroxymethyl)oxan-2-yl]oxy}benzoic acid C\C(=C/CC=1C(=C(C(=O)O)C(=CC1OC1O[C@@H]([C@H]([C@@H]([C@H]1CO)O)O)O)CCC)O)\CCC=C(C)C